R and S-1-phenylethanol-d C1(=CC=CC=C1)[C@@H](C)O[2H] |r|